(S)-4-(4-(6,7-dimethyl-4-(6-(trifluoromethyl)pyridin-3-yl)pteridin-2-yl)morpholin-2-yl)pyridin-2(1H)-one CC=1N=C2C(=NC(=NC2=NC1C)N1C[C@@H](OCC1)C1=CC(NC=C1)=O)C=1C=NC(=CC1)C(F)(F)F